8-(2,2-difluoroethoxy)-6-(5-fluoropyridin-2-yl)quinazolin FC(COC=1C=C(C=C2C=NC=NC12)C1=NC=C(C=C1)F)F